(1R,4R)-4-((5-(2,6-dioxopiperidin-3-yl)pyridin-2-yl)oxy)cyclohexane-1-carboxylic acid O=C1NC(CCC1C=1C=CC(=NC1)OC1CCC(CC1)C(=O)O)=O